2-(6-bromobenzo[d][1,3]dioxol-5-yl)ethanol BrC=1C(=CC2=C(OCO2)C1)CCO